C1(CCC1)[C@@H](CO)NC1=NC(=NC=C1C(=O)NN)NC=1C=C2CCNC(C2=CC1)=O (S)-4-((1-cyclobutyl-2-hydroxyethyl)amino)-2-((1-oxo-1,2,3,4-tetrahydroisoquinolin-6-yl)amino)pyrimidine-5-carbohydrazide